6-carboxylysine C(=O)(O)C(CCC[C@H](N)C(=O)O)N